1-(tert-butoxycarbonyl)-2-(ethoxycarbonyl)-1H-pyrrolo[2,3-b]pyridin-7-oxide C(C)(C)(C)OC(=O)N1C(=CC=2C1=[N+](C=CC2)[O-])C(=O)OCC